1-[4-[[3-chloro-(hydroxymethyl)-4-(methylamino)pyrazolo[3,4-d]pyrimidin-6-yl]amino]indazol-1-yl]-2-methyl-propan-2-ol ClC1=NN(C2=NC(=NC(=C21)NC)NC2=C1C=NN(C1=CC=C2)CC(C)(O)C)CO